IC1=CN=C2N1N=CC(=C2)OCCN2CCOCC2 4-[2-(3-iodoimidazo[1,2-b]pyridazin-7-yl)oxyethyl]morpholine